BrCC1(C(C(=O)OC)C=C(C=C1[N+](=O)[O-])F)C methyl 2-(bromomethyl)-5-fluoro-2-methyl-3-nitrobenzoate